O(C1=CC=CC=C1)C1=CC=C2C=CC=C3C4=C(C=CC5=CC=CC(C1=C23)=C45)OC4=CC=CC=C4 1,7-diphenoxyperylene